F[C@H]1C[C@@H]2N(C(C3=C(NC2)C=C(C(=C3)OC)O)=O)C1 (2S,11aS)-2-Fluoro-8-hydroxy-7-methoxy-1,2,3,10,11,11a-hexahydro-5H-benzo[e]pyrrolo[1,2-a][1,4]diazepin-5-one